C(C)C=1C(=NC=C(C1)C=1C=C(C=2N(C1)C=CN2)C)N2CCC1(CC2)CCNCC1 3-[3-ethyl-5-(8-methylimidazo[1,2-a]pyridin-6-yl)-2-pyridyl]-3,9-diazaspiro[5.5]undecane